P(=O)(Cl)(Cl)OC(COC(C=C)(C)C)COCCCOC(C=C)(C)C (1,1-dimethylallyloxy)-3-(1,1-dimethylallyloxypropyloxy)-2-propanol dichlorophosphate